NC1=C(C=C(C=C1)C)OP(O)(O)=O 2-amino-5-methylphenyl-phosphoric acid